3-methyl-3-nitro-1-(2-pyridyl)-1-butanone CC(CC(=O)C1=NC=CC=C1)(C)[N+](=O)[O-]